C(C)OCCN1N(C=C(C1)C(=O)N)C 2-(ethoxyethyl)-1-methyl-1H-pyrazole-4-carboxamide